tetraglycerol diisostearate C(CCCCCCCCCCCCCCC(C)C)(=O)O.C(CCCCCCCCCCCCCCC(C)C)(=O)O.OCC(O)CO.OCC(O)CO.OCC(O)CO.OCC(O)CO